COC(=O)C1NCCC=C1C 3-methyl-1,2,5,6-tetrahydroPyridine-2-carboxylic acid methyl ester